N1=CN=C2C(N=C3C=CC=CC3=C21)=O 4H-imidazo[4,5-c]quinolin-4-one